tert-butyl-(2R,4R)-4-((6-chloro-3,5-difluoropyridin-2-yl) methyl)-2-methylpiperidine-4-carboxylate C(C)(C)(C)OC(=O)[C@]1(C[C@H](NCC1)C)CC1=NC(=C(C=C1F)F)Cl